2-(1-(1H-imidazole-1-carbonyl)piperidin-4-ylidene)-2-(1-acetyl-1H-indazol-4-yl)acetonitrile N1(C=NC=C1)C(=O)N1CCC(CC1)=C(C#N)C1=C2C=NN(C2=CC=C1)C(C)=O